ClC=1C=C(C=CC1F)NC1=C2C=C(NC2=CC(=C1)C(N)=NO)C(=O)O 4-((3-chloro-4-fluorophenyl)amino)-6-(N'-hydroxycarbamimidoyl)-1H-indole-2-carboxylic acid